lead zirconium bismuth [Bi].[Zr].[Pb]